C(C)OC(=O)C=1N=C(SC1)Cl 2-chloro-1,3-thiazole-4-carboxylic acid ethyl ester